BrC1=C(OC2=NC(=NC=C2Cl)Cl)C=CC=C1 4-(2-bromophenoxy)-2,5-dichloropyrimidine